C(#N)C1CN(C1)S(=O)(=O)N1C[C@H](CCC1)C(=O)N1[C@H](CCC1)C(=O)N[C@@H](CC)C1=C(C=CC=C1)OC 1-(((3S)-1-((3-cyano-1-azetidinyl)sulfonyl)-3-piperidinyl)carbonyl)-N-((1S)-1-(2-methoxyphenyl)propyl)-D-prolinamide